tert-Butyl 8-(2-ethoxy-1,1-dimethyl-2-oxo-ethyl)sulfanyl-4-methyl-chromane-4-carboxylate C(C)OC(C(C)(C)SC=1C=CC=C2C(CCOC12)(C(=O)OC(C)(C)C)C)=O